1-(2,6-difluoro-4-methoxybenzyl)-3,4-dimethyl-2-oxo-N-(2,4,6-trifluorobenzyl)-1,2,3,4-tetrahydroquinazoline-7-carboxamide FC1=C(CN2C(N(C(C3=CC=C(C=C23)C(=O)NCC2=C(C=C(C=C2F)F)F)C)C)=O)C(=CC(=C1)OC)F